4-(2-methoxyphenyl)-N-(2-oxo-2,3-dihydro-1H-benzo[d]imidazol-5-yl)piperazine-1-carboxamide COC1=C(C=CC=C1)N1CCN(CC1)C(=O)NC1=CC2=C(NC(N2)=O)C=C1